N[C@H]([C@@H](CN1CCC(CC1)=C1C2=C(CCC=3C1=NC=CC3)C=C(C=C2)Cl)O)CC2=CC=CC=C2 (2R,3S)-3-amino-1-(4-(8-chloro-5,6-dihydro-11H-benzo[5,6]cyclohepta[1,2-b]pyridin-11-ylidene)piperidin-1-yl)-4-phenylbutan-2-ol